(R)-1-(2-bromo-1H-indol-3-yl)-N,N-dimethylpropan-2-amine BrC=1NC2=CC=CC=C2C1C[C@@H](C)N(C)C